CS(=O)C DiMethylSulfOxid